5-(((((R)-5-oxopyrrolidin-2-yl)methyl)amino)methyl)picolinamide O=C1CC[C@@H](N1)CNCC=1C=CC(=NC1)C(=O)N